S1C=C(C=C1)C1=C(C(=O)N)C=CC=N1 (thiophen-3-yl)nicotinamide